ClC=1C(=C(C(=CC1)C(F)F)C1=CN=CC(=N1)C(=O)NC=1C=NN(C1)[C@H](CO)C=1C(=NC(=NC1)N1C([C@@H]2C[C@@H]2C1)=O)C)F 6-(3-chloro-6-(difluoromethyl)-2-fluorophenyl)-N-(1-((S)-2-hydroxy-1-(4-methyl-2-((1r,5S)-2-oxo-3-azabicyclo[3.1.0]hex-3-yl)pyrimidin-5-yl)ethyl)-1H-pyrazol-4-yl)pyrazine-2-carboxamide